C(C)[N+](CCOC)(C)C ethyldimethyl-(2-methoxyethyl)-ammonium